2-hydroxy-3,3-dimethylbutyrate OC(C(=O)[O-])C(C)(C)C